6-fluoro-3'-(morpholinomethyl)-4-((3S,5R)-3,4,5-trimethylpiperazin-1-yl)-[1,1'-biphenyl]-3-ylpyrimidine-4,5-diamine FC1=CC(=C(C=C1C1=CC(=CC=C1)CN1CCOCC1)C1=NC=C(C(=N1)N)N)N1C[C@@H](N([C@@H](C1)C)C)C